para-methoxyphenyl-propanal COC1=CC=C(C=C1)C(C=O)C